BrC1=CC(=C2C(NC(=NC2=C1F)SC)=O)F 7-bromo-5,8-difluoro-2-(methylsulfanyl)quinazolin-4(3H)-one